ClC1=NC(N2C(N3[C@@]4(CO[C@H](C3)C4)C2)=C1CC)=O (3S,11aR)-7-chloro-6-ethyl-3,4-dihydro-1H,9H,11H-3,11a-methanopyrimido[6',1':2,3]imidazo[5,1-c][1,4]oxazin-9-one